CN(C(OC(C)(C)C)=O)C1CC=2C(=CSC2)CC1 tert-butyl N-methyl-N-(4,5,6,7-tetrahydro-2-benzothiophen-5-yl)carbamate